FC1=C(C=C(C2=C1N=CS2)N2CC1(CNC1)[C@@H](C2)COCC2=C(C(=O)O)C=CC=C2)F (S)-2-(((6-(4,5-difluorobenzo[d]thiazol-7-yl)-2,6-diazaspiro[3.4]octan-8-yl)methoxy)methyl)benzoic acid